tert-butyl (4R)-4-[2-[2-[tert-butyl(diphenyl)silyl]oxyethoxy]ethyl]-2,2-dimethyl-oxazolidine-3-carboxylate [Si](C1=CC=CC=C1)(C1=CC=CC=C1)(C(C)(C)C)OCCOCC[C@H]1N(C(OC1)(C)C)C(=O)OC(C)(C)C